N-(1-(4-chloro-2-fluorobenzyl)-6-methylisoquinolin-5-yl)-4-((2,4-dimethoxybenzyl)amino)thieno[3,2-d]pyrimidine-7-carboxamide ClC1=CC(=C(CC2=NC=CC3=C(C(=CC=C23)C)NC(=O)C2=CSC3=C2N=CN=C3NCC3=C(C=C(C=C3)OC)OC)C=C1)F